1-((4,4-difluorocyclohexyl)methyl)-4-methyl-N-(2-(methylsulfonyl)pyridin-4-yl)-3-(trifluoromethyl)-1H-pyrazole-5-carboxamide FC1(CCC(CC1)CN1N=C(C(=C1C(=O)NC1=CC(=NC=C1)S(=O)(=O)C)C)C(F)(F)F)F